4-ETHYL-4-[2-(3-METHOXYANILINO)THIAZOL-4-YL]HEXANOIC ACID C(C)C(CCC(=O)O)(CC)C=1N=C(SC1)NC1=CC(=CC=C1)OC